NC1=NC=CC=C1C1=NC2=CC=C(N=C2N1C=1C=C2CC[C@@H](C2=CC1)NC(COC1(COC1)C#C)=O)N1N=CC=C1 N-{(S)-5-[2-(2-amino-3-pyridyl)-5-(1-pyrazolyl)-3H-1,3,4-triazainden-3-yl]-1-indanyl}(3-ethynyl-3-oxetanyloxy)acetamide